silver sulfamic acid S(N)(O)(=O)=O.[Ag]